C(C)(C)(C)OC(=O)N(CCCC1(CC1)OC1=C(C=CC(=C1)C)S(=O)(=O)N1[C@@H](CCC1)C(=O)OC(C)(C)C)C1CCC(CC1)(F)F tert-butyl ((2-(1-(3-((tert-butoxycarbonyl)(4,4-difluorocyclohexyl)amino)propyl)cyclopropoxy)-4-methylphenyl)sulfonyl)-L-prolinate